CN(C)CC(=O)O.[K] potassium N,N-dimethylglycinate